N-Methyl-perfluorooctanesulfonamidoacetic acid CN(S(=O)(=O)C(C(C(C(C(C(C(C(F)(F)F)(F)F)(F)F)(F)F)(F)F)(F)F)(F)F)(F)F)C(C(=O)O)(F)F